C1(CC1)COC=1C=C(C=CC1OC(F)F)[C@H](CC1=C(C=NC=C1Cl)Cl)OC(C1=CC(=C(C=C1)NS(=O)(=O)C)OCC1CC1)=O (S)-3-cyclopropylmethoxy-4-methanesulfonylamino-benzoic acid 1-(3-cyclopropylmethoxy-4-difluoromethoxy-phenyl)-2-(3,5-dichloro-pyridin-4-yl)-ethyl ester